COC(CC[C@@H](C)[C@H]1CC[C@H]2[C@@H]3C([C@@H]([C@@H]4CC([C@H](C[C@]4(C)[C@H]3CC[C@]12C)F)=O)CC)=O)=O Methyl-2β-fluoro-3,7-dioxo-6α-ethyl-5β-cholan-24-oate